C(C)OC(C[C@@H](C=1C=C(C=C(C1F)C)C1=C(C=CC=C1Cl)Cl)N)=O.NC=1C=CC(=C(C(=O)N[C@H](C)C2CCN(CC2)S(=O)(=O)CC)C1)C (R)-5-amino-N-(1-(1-(ethylsulfonyl)piperidin-4-yl)ethyl)-2-methylbenzamide (S)-ethyl-3-amino-3-(2',6'-dichloro-4-fluoro-5-methylbiphenyl-3-yl)propanoate